CN(CC(=O)NS(=O)(=O)C)C1=CC=C2C(=CC(OC2=C1)=O)C1=C(C=CC=C1)C 2-(methyl(2-oxo-4-(o-tolyl)-2H-chromen-7-yl)amino)-N-(methylsulfonyl)acetamide